pyrrolidin-2-ylmethanamine N1C(CCC1)CN